(R,S)-4-((2,6-dimethylpyridin-4-yl)((6-fluoro-4-oxochroman-7-yl)oxy)methyl)benzamide CC1=NC(=CC(=C1)[C@@H](C1=CC=C(C(=O)N)C=C1)OC1=C(C=C2C(CCOC2=C1)=O)F)C